N-[(3,3-difluorocyclobutyl)methyl]-2-[(3,3-dimethyl-1-oxo-1,3-dihydro-2-benzofuran-5-yl)amino]-4-{[(1S)-2-hydroxy-1-phenylethyl]amino}pyrimidine-5-carboxamide FC1(CC(C1)CNC(=O)C=1C(=NC(=NC1)NC1=CC2=C(C(OC2(C)C)=O)C=C1)N[C@H](CO)C1=CC=CC=C1)F